2-(2-(1-(4-(2-methylbenzamido)naphthalene-1-sulfonylamino)ethyl)piperidine-1-yl)acetic acid methyl ester COC(CN1C(CCCC1)C(C)NS(=O)(=O)C1=CC=C(C2=CC=CC=C12)NC(C1=C(C=CC=C1)C)=O)=O